3-(1-oxo-4-(7-(spiro[3.3]heptan-2-ylamino)heptyl)isoindolin-2-yl)piperidine-2,6-dione O=C1N(CC2=C(C=CC=C12)CCCCCCCNC1CC2(C1)CCC2)C2C(NC(CC2)=O)=O